N=1N(N=C2C1C=CC=C2)C=2C=C(C=CC2O)CCOC(C(=C)C)=O Methacrylic acid 2-[3-(2H-benzotriazol-2-yl)-4-hydroxy-phenyl]Ethyl ester